3-[(1S,2S)-2-[(3,4-Dichlorophenyl)carbonyl]cyclopropyl]-2,5-dihydro-1,2,4-oxadiazol-5-one ClC=1C=C(C=CC1Cl)C(=O)[C@@H]1[C@H](C1)C=1NOC(N1)=O